[N+](#[C-])C1=C(C=CC=C1)C(=O)C1=CC=CC=C1 (2-isocyanophenyl)(phenyl)methanone